NC1=C(C(=NC=2N1N=C(C2CC)C)NCCC=2C(N(C=CC2)CCOC)=O)C#N 7-amino-3-ethyl-5-((2-(1-(2-methoxyethyl)-2-oxo-1,2-dihydropyridin-3-yl)ethyl)amino)-2-methylpyrazolo[1,5-a]pyrimidine-6-carbonitrile